C(C)(C)(C)C1=C(C=CC=C1)C1(CC=C(C(=O)C2=CC=CC=C2)C=C1)C1=C(C=CC=C1)C(C)(C)C 4,4-di(tert-butylphenyl)benzophenone